N-[[2-(2-chlorophenyl)-3-methyl-1H-indol-5-yl]methyl]-4-methyl-pyrimidine-5-carboxamide ClC1=C(C=CC=C1)C=1NC2=CC=C(C=C2C1C)CNC(=O)C=1C(=NC=NC1)C